C(C)(C)(C)OC(=O)N1CC2CCC(C1)N2C=2C=C(OC1CCC(CC1)CC(=O)O)C=CC2 2-[4-[3-(3-tert-butoxycarbonyl-3,8-diazabicyclo[3.2.1]octan-8-yl)phenoxy]cyclohexyl]acetic acid